7-(β-D-ribofuranosyl)-3,7-dihydro-4H-imidazo[4,5-d][1,2,3]triazin-4-one [C@@H]1([C@H](O)[C@H](O)[C@H](O1)CO)N1C=NC2=C1N=NNC2=O